N-ethoxybenzylimidazole CCON1C=CN=C1CC2=CC=CC=C2